CN1N=CC(=C1)C1=CC(=NC=C1)N 4-(1-methyl-1H-pyrazol-4-yl)pyridin-2-amine